(S)-4-((6-(2-hydroxy-6-methyl-4-(trifluoromethyl)phenyl)-2H-pyrazolo[3,4-b]pyridin-2-yl)methyl)-1-methylpyrrolidin-2-one OC1=C(C(=CC(=C1)C(F)(F)F)C)C=1C=CC=2C(N1)=NN(C2)C[C@H]2CC(N(C2)C)=O